[Br-].C[P+](CCCCCCCCCCCCCCCCCC)(C)C trimethyl-octadecyl-phosphonium bromide